COC(N(CC)CCCCCC)=O.C[N+](CCCCCCCC)(C)C trimethyl-n-octylammonium methyl-N-2-ethylhexyl-carbamate